C(C(=O)COP(=O)(O)O)O The molecule is a member of the class of glycerone phosphates that consists of glycerone bearing a single phospho substituent. It has a role as a human metabolite, a Saccharomyces cerevisiae metabolite, an Escherichia coli metabolite and a mouse metabolite. It is a primary alpha-hydroxy ketone and a member of glycerone phosphates. It derives from a dihydroxyacetone. It is a conjugate acid of a glycerone phosphate(2-).